C(CCCCCCCCCCCCCCCCCCCCCCCCCCCCCCCC)O tritriacontanol